ISOAMYLBUTYRAT C(CC(C)C)OC(CCC)=O